2-(3,4-difluorophenoxy)-N,N-dimethylethan-1-amine FC=1C=C(OCCN(C)C)C=CC1F